N1CCC(CC1)C1=CC=CC(=N1)OCC1=C(C#N)C=CC=C1 (((6-(piperidin-4-yl)pyridin-2-yl)oxy)methyl)benzonitrile